ethyl-4,6-dichloronicotinic acid C(C)C1=C(C(=O)O)C(=CC(=N1)Cl)Cl